C1(C(C1)C1=C(C=CC=C1)NC(=O)C=1C(=NN(C1)C)C(F)F)C1CC1 N-[2-[1,1'-bicyclopropyl]-2-ylphenyl]-3-(difluoromethyl)-1-methyl-1H-pyrazole-4-carboxamide